NC(CO)C=1C=CC(=NC1)C1=C(C=C(C#N)C=C1)OC1=CC(=NC(=C1)N1CCOCC1)C 4-[5-(1-amino-2-hydroxyethyl)pyridin-2-yl]-3-(2-methyl-6-morpholin-4-ylpyridin-4-yl)oxybenzonitrile